NC=1N=C(C(=C(C(=O)O)C1)C=1C=C2C=NN(C2=CC1)C)C1=CC(=C(C=C1)C#N)F 6-amino-2-(4-cyano-3-fluorophenyl)-3-(1-methyl-1H-indazol-5-yl)isonicotinic acid